C(C(=C)C)(=O)OCCC[Si](C)(C)O[Si](C)(C)C=C methacryloxypropyl-(vinyldimethylsiloxy)dimethylsilane